BrC1=CC=C2C=C(N=C(C2=C1Cl)NC(=S)NC(=O)OCC)C(=O)O.FC(C(=O)C1=CN(C2=NC=CC=C21)C)(F)F 2,2,2-trifluoro-1-(1-methyl-1H-pyrrolo[2,3-b]pyridin-3-yl)ethanone 7-bromo-8-chloro-1-(3-(ethoxycarbonyl)thioureido)isoquinoline-3-carboxylate